C(C)OCCOCCOC1=CC=C(C=C1)C[C@H](C(=O)O)N1CCN(CCN(CCN(CC1)CC(=O)O)CC(=O)O)CC(=O)O (2R)-3-{4-[2-(2-ethoxyethoxy)ethoxy]phenyl}-2-[4,7,10-tris(carboxymethyl)-1,4,7,10-tetraaza-cyclododecan-1-yl]propanoic acid